F[C@H]1[C@H](COC1)NC(C1=NC=CC(=C1)N1C=NC=C1)=O N-((3S,4S)-4-fluorotetrahydrofuran-3-yl)-4-(1H-imidazol-1-yl)picolinamide